N-Boc-3-pyridinyl-D-alanine C(=O)(OC(C)(C)C)N[C@H](CC1=NC=CC=C1)C(=O)O